Rel-(3S,6S)-3,6-bis((4-(nonanoyloxy)-3-((nonanoyloxy)methyl)butanoyl)oxy)-2,3,6,7-tetrahydro-1H-azepin-1-ium trifluoroacetate FC(C(=O)[O-])(F)F.C(CCCCCCCC)(=O)OCC(CC(=O)O[C@@H]1C[NH2+]C[C@H](C=C1)OC(CC(COC(CCCCCCCC)=O)COC(CCCCCCCC)=O)=O)COC(CCCCCCCC)=O |o1:24,28|